COC(=O)C=1SC=C(C1)CC1=CC=CC=C1 4-benzylthiophene-2-carboxylic acid methyl ester